C1=C(C=CC2=CC=CC=C12)S(=O)(=O)O β-naphthalenesulfonic acid